C(C)(C)NC1=NC=2C=C(C(=CC2C2=C1C(OC2)(C)C)OC)OCCCN2CCCC2 N-isopropyl-8-methoxy-3,3-dimethyl-7-(3-(pyrrolidin-1-yl)propoxy)-1,3-dihydrofuro[3,4-c]quinolin-4-amine